9-((5-((2-methylbenzyl)thio)-4-phenyl-4H-1,2,4-triazol-3-yl)methyl)-9H-carbazole CC1=C(CSC=2N(C(=NN2)CN2C3=CC=CC=C3C=3C=CC=CC23)C2=CC=CC=C2)C=CC=C1